OCCCCCC1NCCC2=CC(=CC=C12)NC1=NC=C(C(=N1)C=1C=NN(C1)C(C)C)C hydroxypentyl-N-(4-(1-isopropyl-1H-pyrazol-4-yl)5-methylpyrimidin-2-yl)-1,2,3,4-tetrahydroisoquinolin-6-amine